ClC1=CC=C(C(=N1)C=1C=CC2=C(C=NOB2O)C1)NC(C)C=1C=C(C=C2C(C(=C(OC12)N1CCC(CC1)(F)F)C)=O)C 8-[1-[[6-chloro-2-(1-hydroxy-2,3,1-benzoxazaborinin-6-yl)-3-pyridyl]amino]ethyl]-2-(4,4-difluoro-1-piperidyl)-3,6-dimethyl-chromen-4-one